CS(=O)(=O)Cl.[P] phosphorus methanesulfonyl chloride